(3S*,3aS*,6S*,7R*,7aS*)-N,7-dibenzyl-1-isobutyl-4-methyloctahydro-6H-3,6-methanopyrrolo[3,2-c]pyridine-6-carboxamide C(C1=CC=CC=C1)NC(=O)[C@]12[C@@H]([C@@H]3[C@H](C(N1)C)[C@@H](CN3CC(C)C)C2)CC2=CC=CC=C2 |o1:10,11,12,13,17|